C(C)C1(C(OC1)C)CCC[Si](OCC)(OCC)OCC 3-ethyl-3-[3'-(triethoxysilyl)propyl]methyloxetane